CC1=C(C(=C(C(=C1C1=CC=C(C=C1)C(=O)O)C)C1=CC=C(C=C1)C(=O)O)C)C1=CC=C(C=C1)C(=O)O 1,3,5-trimethyl-2,4,6-tris(4-carboxyphenyl)benzene